C(C)(C)(C)OC(=O)N[C@H](C(=O)N[C@H](C(=O)OC)C1(CCCC1)CC1OCC(CO1)(C)C)CCSC(C1=CC=CC=C1)(C1=CC=CC=C1)C1=CC=CC=C1 Methyl (2S)-2-[(2S)-2-{[(tert-butoxy)carbonyl]amino}-4-[(triphenylmethyl)sulfanyl]butanamido]-2-{1-[(5,5-dimethyl-1,3-dioxan-2-yl)methyl]cyclopentyl}acetate